FC=1C=C(C=CC1OC1=NC(=CC=C1)C)C=1N=C(C2=C(N1)NC=C2)N 3-fluoro-4-((6-methylpyridin-2-yl)oxy)phenyl-7H-pyrrolo[2,3-d]Pyrimidine-4-amine